5-carbamoyl-2-isopropyl-1,3-dioxane C(N)(=O)C1COC(OC1)C(C)C